NCC1(C2CCN(CC12)C1=NC=2C(=NC=C(N2)SC2=C(C(=NC=C2)N)Cl)N1)C1=CC=CC=C1 4-[[2-[7-(aminomethyl)-7-phenyl-3-azabicyclo[4.1.0]heptan-3-yl]-1H-imidazo[4,5-b]pyrazin-5-yl]thio]-3-chloropyridin-2-amine